C(C)(C)(C)OC(=O)NC(C(=O)O)C(F)(F)F 2-(tert-butoxycarbonylamino)-3,3,3-trifluoropropionic acid